Natrium permanganat [Mn](=O)(=O)(=O)[O-].[Na+]